OC(=O)C(F)(F)F.FC1=CC(=CC2=C(N(N=C12)C)C(C)C)C1=NC(=NC=C1)N[C@@H]1C[C@H](CC1)N (1S,3S)-N1-(4-(7-fluoro-3-isopropyl-2-methyl-2H-indazol-5-yl)pyrimidin-2-yl)cyclopentane-1,3-diamine TFA salt